N-phenylaminomethyl-triethoxy-silane C1(=CC=CC=C1)NC[Si](OCC)(OCC)OCC